2-(3-(4,6-diphenyl-1,3,5-triazin-2-yl)phenyl)-1-phenyl-1H-benzo[d]imidazole C1(=CC=CC=C1)C1=NC(=NC(=N1)C1=CC=CC=C1)C=1C=C(C=CC1)C1=NC2=C(N1C1=CC=CC=C1)C=CC=C2